COC(C(NC1=CC=C(C=C1)OC)C1CCCCC1)=O (cyclohexyl)-(4-methoxyanilino)acetic acid methyl ester